C(C)N([Si]1(O[SiH](O[SiH](O[SiH](O[SiH](O1)C)C)C)C)C)CC 2-diethylamino-2,4,6,8,10-pentamethylcyclopentasiloxane